3,5-dibromo-1-(2-fluorophenyl)-1,2,4-triazole BrC1=NN(C(=N1)Br)C1=C(C=CC=C1)F